C(#N)C1=CC=C(C=C1)C1CC2(CC(C2)(F)F)CCN1C(=O)OC(C)(C)C tert-butyl 6-(4-cyanophenyl)-2,2-difluoro-7-azaspiro[3.5]nonane-7-carboxylate